C(C)(C)(C)OC(=O)N[C@@H](C(=O)N[C@@H](C(=O)OC)CC(C)C)CC1=CC=CC=C1 methyl (2R)-2-[[(2R)-2-(t-butoxycarbonylamino)-3-phenylpropionyl] amino]-4-methylpentanoate